2-((1-cyclopropyl-1H-pyrazol-3-yl)methyl)-6-((1-cyclopropyl-1H-pyrazol-4-yl)sulfonyl)phthalazin-1(2H)-one C1(CC1)N1N=C(C=C1)CN1C(C2=CC=C(C=C2C=N1)S(=O)(=O)C=1C=NN(C1)C1CC1)=O